4-[2-(tert-butyldimethylsilyl)ethyl]-2,6-didodecylmorpholine [Si](C)(C)(C(C)(C)C)CCN1CC(OC(C1)CCCCCCCCCCCC)CCCCCCCCCCCC